CC=1C=C2C(C(NC2=CC1)=O)=NN=C1SCC(N1C1=CC(=CC=C1)OC)=O 5-methyl-3-(2-(3-(3-methoxyphenyl)-4-oxothiazolidine-2-ylidene)hydrazono)indol-2-one